ClC1=CC(=NC(=N1)OC)N1C2(CC(C1)(C2)C#N)CO 2-(6-chloro-2-methoxypyrimidin-4-yl)-1-(hydroxymethyl)-2-azabicyclo[2.1.1]hexane-4-carbonitrile